phenyldecyl acetate C(C)(=O)OCCCCCCCCCCC1=CC=CC=C1